NC=1C=C2C=NNC2=CC1F 5-amino-6-fluoro-1H-indazol